2-[4,7,10-tris(2-amino-2-oxoethyl)-1,4,7,10-tetrazacyclododec-1-yl]acetamide NC(CN1CCN(CCN(CCN(CC1)CC(N)=O)CC(N)=O)CC(=O)N)=O